C(C)(C)(C)OC(=O)N1CCC(=CC1)C=1C(=NN(C1)C)NS(=O)(=O)C1=CC=C(C=C1)S(=O)(=O)N(C)C 4-(3-((4-(N,N-dimethylaminosulfonyl)phenyl)sulfonylamino)-1-methyl-1H-pyrazol-4-yl)-3,6-dihydropyridine-1(2H)-carboxylic acid tert-butyl ester